(4-bromo-5-chloro-2-(thiazol-4-yl)-2,3-dihydrobenzofuran-2-yl)methanamine BrC1=C(C=CC2=C1CC(O2)(C=2N=CSC2)CN)Cl